FC1=CC=C(C=C1)N=C1CCOC2=C(C(=C(C=C12)C)NC(CC(C)(C)C)=O)C N-[4-(4-fluorophenyl)imino-6,8-dimethyl-chroman-7-yl]-3,3-dimethyl-butanamide